N[C@H](C)C1=CC2=C(N(C(=N2)[C@@H](CC(C(F)(F)F)(C)C)N[S@@](=O)C(C)(C)C)COCC[Si](C)(C)C)C=C1 |o1:10| (S)-N-((R*)-1-(5-((R)-1-aminoethyl)-1-((2-(trimethylsilyl)ethoxy)methyl)-1H-benzo[d]imidazol-2-yl)-4,4,4-trifluoro-3,3-dimethylbutyl)-2-methylpropane-2-sulfinamide